(R)-6-(5-((3,3-diethylureido)methyl)-1H-pyrrolo[2,3-b]pyridin-1-yl)-N-(2-fluoro-3-hydroxy-3-methylbutyl)-4-(isopropylamino)nicotinamide C(C)N(C(NCC=1C=C2C(=NC1)N(C=C2)C2=NC=C(C(=O)NC[C@H](C(C)(C)O)F)C(=C2)NC(C)C)=O)CC